(E)-4-(3-fluoro-5-iodophenyl)-4-oxobut-2-enoic Acid FC=1C=C(C=C(C1)I)C(/C=C/C(=O)O)=O